(R)-6-Bromo-4-((1-(3-(difluoromethyl)-2-fluorophenyl)ethyl)amino)-7-methoxyquinoline BrC=1C=C2C(=CC=NC2=CC1OC)N[C@H](C)C1=C(C(=CC=C1)C(F)F)F